N-(2,6-dioxo-3-piperidinyl)-3-pyrrolidineacetamide O=C1NC(CCC1NC(CC1CNCC1)=O)=O